(1R,4R)-4-(1-hydroxy-4-methylpyrido[3,4-d]pyridazin-7-yl)cyclohexane-1-carboxylic acid OC1=C2C(=C(N=N1)C)C=NC(=C2)C2CCC(CC2)C(=O)O